N-(4-fluoro-3-(3-morpholinoquinoxaline-6-carbonyl)phenyl)-3-(trifluoromethyl)benzamide FC1=C(C=C(C=C1)NC(C1=CC(=CC=C1)C(F)(F)F)=O)C(=O)C=1C=C2N=C(C=NC2=CC1)N1CCOCC1